C1(=CC=CC2=CC=CC=C12)C1(CCC1)C1=C(C(=O)N)C=C(C=C1)[N+](=O)[O-] (1-(naphthalen-1-yl)cyclobutyl)-5-nitrobenzamide